6-[6-[(1S)-1-amino-3-carbamoylpropyl]pyridin-3-yl]hexanoic acid N[C@@H](CCC(N)=O)C1=CC=C(C=N1)CCCCCC(=O)O